ortho-chloroaniline ClC1=C(N)C=CC=C1